C(C)SC1=CC(=C(C=C1OC)CCNO)OC N-[2-(4-ethylsulfanyl-2,5-dimethoxyphenyl)ethyl]hydroxylamine